N-(9-fluorenylmethoxycarbonyl)isoleucine C1=CC=CC=2C3=CC=CC=C3C(C12)COC(=O)N[C@@H]([C@@H](C)CC)C(=O)O